3,4-Dihydro-6-methoxy-2,5,7,8-tetramethyl-2H-1-benzopyran-2-carbohydrazide COC=1C(=C(C2=C(CCC(O2)(C(=O)NN)C)C1C)C)C